NCCCC(=O)NC=1C=C(C=CC1)C(C(=O)N[C@@H](C(=O)NCC1=CC=C(C=C1)O)CCCN\C(=N/C(NCCNC(CC)=O)=O)\N)N1CC2=CC=CC=C2C1 (2R)-2-(2-(3-(4-aminobutanamido)phenyl)-2-(isoindolin-2-yl)acetamido)-N-(4-hydroxybenzyl)-5-((Z)-2-((2-propionamidoethyl)carbamoyl)guanidino)pentanamide